C(C)C1=NN(C2=C1C(NCC1(CCOCC1)C2)=O)CC(COC(C2=CC=C(C=C2)C#N)=O)(C)C 4-Cyanobenzoic acid [3-(3-ethyl-4-oxo-spiro[6,8-dihydro-5H-pyrazolo[4,3-c]azepin-7,4'-tetrahydropyran]-1-yl)-2,2-dimethyl-propyl] ester